[3-[3-(4-hydroxy-3,5-ditert-butylphenyl)propanoyloxy]-2,2-bis[3-(4-hydroxy-3,5-ditert-butylphenyl)propanoyloxymethyl]propyl] 3-(4-hydroxy-3,5-ditert-butylphenyl)propanoate OC1=C(C=C(C=C1C(C)(C)C)CCC(=O)OCC(COC(CCC1=CC(=C(C(=C1)C(C)(C)C)O)C(C)(C)C)=O)(COC(CCC1=CC(=C(C(=C1)C(C)(C)C)O)C(C)(C)C)=O)COC(CCC1=CC(=C(C(=C1)C(C)(C)C)O)C(C)(C)C)=O)C(C)(C)C